O=C1N(CCC(N1)=O)C=1C=C(CN(C)CC2=CC=C(C=C2)C=2OC3=C(C2)C=C(C=C3C(=O)N)F)C=CC1 2-(4-(((3-(2,4-dioxotetrahydropyrimidin-1(2H)-yl)benzyl)(methyl)amino)methyl)phenyl)-5-fluorobenzofuran-7-carboxamide